C(CCCCCCCCC)(=O)N1CCN(CC1)C(CCCCCCCCC)=O 1-(4-decanoylpiperazin-1-yl)decan-1-one